COC(=O)C=1C=C2C(=C(N(C2=CC1O)C)CCCC(=O)OC)I 6-hydroxy-3-iodo-2-(4-methoxy-4-oxobutyl)-1-methyl-1H-indole-5-carboxylic acid methyl ester